N,N-Dibutylformamid C(CCC)N(C=O)CCCC